(R)-(1-(4-fluorophenyl)-6-((6-(pyrrolidin-1-yl)pyridin-3-yl)sulfonyl)-4,4a,5,6,7,8-hexahydro-1H-pyrazolo[3,4-g]isoquinolin-4a-yl)(thiazol-2-yl)methanone FC1=CC=C(C=C1)N1N=CC2=C1C=C1CCN(C[C@]1(C2)C(=O)C=2SC=CN2)S(=O)(=O)C=2C=NC(=CC2)N2CCCC2